(1R,4R,7R)-(+)-7-Bromo-6-(difluoromethylene)-2-azabicyclo[2.2.1]heptane-3-one Br[C@H]1[C@@H]2NC([C@H]1CC2=C(F)F)=O